C#CC(CC)N1C=NC=CC1=O 3-(pent-1-yn-3-yl)pyrimidin-4(3H)-one